1-(tert-butyl) 4-ethyl (S)-4-(2-hydroxypropanoyl)piperidine-1,4-dicarboxylate O[C@H](C(=O)C1(CCN(CC1)C(=O)OC(C)(C)C)C(=O)OCC)C